CN1[C@@H]2CN([C@H](C1)C2)C2=CC=CC(=N2)NC2=CC1=C(C=N2)SC(=N1)C=1C=C(C#N)C=CC1 3-[6-({6-[(1S,4S)-5-Methyl-2,5-diazabicyclo[2.2.1]heptan-2-yl]pyridin-2-yl}amino)-[1,3]thiazolo[5,4-c]pyridin-2-yl]benzonitrile